NCCC=1C=NC(=NC1)C1=C(C=C(C#N)C=C1)SC1=CC(=NC(=C1)N1CCOCC1)C 4-[5-(2-aminoethyl)pyrimidin-2-yl]-3-(2-methyl-6-morpholin-4-ylpyridin-4-yl)sulfanylbenzonitrile